N-((1-Fluorocyclobutyl)methyl)-5-(imidazo[1,2-b]pyridazin-6-yl)-7H-pyrrolo[2,3-d]pyrimidin-2-amine FC1(CCC1)CNC=1N=CC2=C(N1)NC=C2C=2C=CC=1N(N2)C=CN1